(1,1,2,2,2-pentadeuterioethyl)propan-2-amine hydrochloride Cl.[2H]C(C([2H])([2H])[2H])([2H])CC(C)N